C1(CC2C(CC1)O2)CC[Si](C(C)C)(C(C)C)OC(C)=O β-(3,4-epoxycyclohexyl)ethylacetoxyDiisopropylsilane